3-(1-((7-(cyclopentylamino)-6-((4-cyclopropylpiperazin-1-yl)methyl)-4-methylphthalazin-1-yl)amino)ethyl)-2-methylbenzonitrile C1(CCCC1)NC1=C(C=C2C(=NN=C(C2=C1)NC(C)C=1C(=C(C#N)C=CC1)C)C)CN1CCN(CC1)C1CC1